C(CCCCCCCCC#N)#N decanedinitrile